3-bromo-6-(piperidin-1-yl)picolinic acid BrC=1C(=NC(=CC1)N1CCCCC1)C(=O)O